N8-benzyl-N2-(2-methoxy-6-methyl-5,6,7,8-tetrahydro-1,6-naphthyridin-3-yl)quinazoline-2,8-diamine C(C1=CC=CC=C1)NC=1C=CC=C2C=NC(=NC12)NC=1C(=NC=2CCN(CC2C1)C)OC